FC=1C(=NC=C(C1)N1C(CCC1)C1=C(C=C(C=C1)F)C)C(=O)N[C@H](C)\C=C\S(=O)(=O)C 3-Fluoro-5-(2-(4-fluoro-2-methylphenyl)pyrrolidin-1-yl)-N-((R,E)-4-(methylsulfonyl)but-3-en-2-yl)picolinamide